C(C)(C)(C)OC(=O)N[C@H]1CN(CCC1)CCCC(=O)OC methyl 4-[(3R)-3-{[(tert-butoxy)carbonyl]amino}piperidin-1-yl]butanoate